FC=1C=C2C=C(NC2=CC1\C=C\C1=NOC=C1)CNC(=O)N1CCC1 (E)-N-((5-fluoro-6-(2-(isoxazol-3-yl)vinyl)-1H-indol-2-yl)methyl)azetidine-1-carboxamide